[O-]S(=O)(=O)C(F)(F)F.COC1=NC(=NC(=N1)OC)[N+](C)(C)CC(=O)OCCCCCCCC (4,6-dimethoxy-1,3,5-triazin-2-yl)-(2-octyloxy-2-oxoethyl)dimethyl-ammonium triflate